tert-butyl N-[[1-(2-chloro-5-formyl-pyrimidin-4-yl) pyrrolidin-3-yl]methyl]carbamate ClC1=NC=C(C(=N1)N1CC(CC1)CNC(OC(C)(C)C)=O)C=O